OC=1C=C(C=CC1O)C=1OC2=CC=C(C=C2C(C1)=O)C1=CC=CC=C1 2-(3,4-Dihydroxyphenyl)-6-phenyl-4H-chromen-4-one